2-((1H-benzo[d]imidazol-2-yl)(5-chloro-2-methoxyphenyl)methyl)-6-(1,2,3,6-tetrahydropyridin-4-yl)isoindolin-1-one N1C(=NC2=C1C=CC=C2)C(N2C(C1=CC(=CC=C1C2)C=2CCNCC2)=O)C2=C(C=CC(=C2)Cl)OC